bis(methylthio)-5,5'-bithiazole CSC=1N=C(SC1C1=CN=CS1)SC